N,N-dimethyl-1,2,3,5,6,7-hexahydro-s-indacene-1-carboxamide CN(C(=O)C1CCC2=CC=3CCCC3C=C12)C